[N+](=[N-])=CC(CC[C@@H](C(=O)OC(C)C)NC([C@@H](C1=CN=CN1C)OC)=O)=O isopropyl (S)-6-diazo-2-((R)-2-methoxy-2-(1-methyl-1H-imidazol-5-yl)acetamido)-5-oxohexanoate